C1(=CC(=CC=C1)OCCC(=O)O)C 3-(m-tolyloxy)propanoic acid